Cl.N[C@@H](CC(=O)OCC)C=1C=C(C=C(C1F)C)C1=C(C=C(C=C1OCCCC=C)C)C Ethyl (S)-3-amino-3-(4-fluoro-2',4',5-trimethyl-6'-(pent-4-en-1-yloxy)-[1,1'-biphenyl]-3-yl)propanoate hydrochloride